COC1=C(C=CC=C1)C(CSC1=NN=C(N1)C1=CC=C(C=C1)C)=O 1-(2-methoxyphenyl)-2-((5-(p-tolyl)-4H-1,2,4-triazol-3-yl)thio)ethan-1-one